C(C)(=O)OC1=CC(C)=CC=C1C(C)C Thymyl acetate